biphenyl-3,5,3',5'-tetracarboxylate C1(=CC(=CC(=C1)C(=O)[O-])C(=O)[O-])C1=CC(=CC(=C1)C(=O)[O-])C(=O)[O-]